C(CCCCCCCCCCC)N1[C@@H](CSC1)C(=O)O N-n-dodecyl-L-thioproline